C1(CC1)N1C(=NC(=C1)C(F)(F)F)C1=CC=C(C=O)C=C1 4-[1-cyclopropyl-4-(trifluoromethyl)imidazol-2-yl]benzaldehyde